(3S)-1-[(2R)-2-[[2-chloro-4-(2-chlorophenyl)-7-quinolyl]oxy]propanoyl]piperidine-3-carboxamide ClC1=NC2=CC(=CC=C2C(=C1)C1=C(C=CC=C1)Cl)O[C@@H](C(=O)N1C[C@H](CCC1)C(=O)N)C